Methyl 4-((2R,3S,4R,5S)-3-(3-chloro-2-fluorophenyl)-4-(4-chloro-2-fluorophenyl)-4-cyano-5-Neopentylpyrrolidine-2-carboxamido)-3-methoxybenzoate ClC=1C(=C(C=CC1)[C@H]1[C@@H](N[C@H]([C@]1(C#N)C1=C(C=C(C=C1)Cl)F)CC(C)(C)C)C(=O)NC1=C(C=C(C(=O)OC)C=C1)OC)F